4-[(5-methyl-3-nitropyridin-2-yl)oxy]aniline CC=1C=C(C(=NC1)OC1=CC=C(N)C=C1)[N+](=O)[O-]